4-(5-mercapto-1,3,4-thiadiazole-2-yl)phenol SC1=NN=C(S1)C1=CC=C(C=C1)O